[K+].C(\C=C\C=C\C)(=O)[O-] sorbate Potassium